FC1(C[C@@H]2[C@@H](CN(C2)C(=O)OC(C)(C)C)C1)F tert-butyl (3aR,6aS)-5,5-difluorohexahydrocyclopenta[c]pyrrole-2(1H)-carboxylate